C(C)OC(C(C(=O)OCC)(C)C)=N ethyl 3-ethoxy-3-imino-2,2-dimethylpropionate